(5'S,7a'R)-5'-(3,5-difluorophenyl)-1-(2-methoxypyridine-3-carbonyl)tetrahydro-3'H-spiro[piperidine-4,2'-pyrrolo[2,1-b]-[1,3]oxazol]-3'-one FC=1C=C(C=C(C1)F)[C@@H]1CC[C@H]2OC3(C(N21)=O)CCN(CC3)C(=O)C=3C(=NC=CC3)OC